O=S1CCCCC1 1-oxidotetrahydro-2H-thiopyran